tert-butyl (3S)-3-[[4-[6-(5-methyltetrazol-1-yl)-1-(2-trimethylsilylethoxy methyl)pyrrolo[2,3-b]pyridin-3-yl]-5-(trifluoromethyl)pyrimidin-2-yl]amino]piperidine-1-carboxylate CC1=NN=NN1C1=CC=C2C(=N1)N(C=C2C2=NC(=NC=C2C(F)(F)F)N[C@@H]2CN(CCC2)C(=O)OC(C)(C)C)COCC[Si](C)(C)C